C1(=CC=CC=C1)C1=CC=C(CC=2NC3=C(C=CC=C3C2)C=2N=NN(C2)C=2C=CC=C3C=CC(OC23)=O)C=C1 8-(4-(2-(4-phenylbenzyl)-1H-indol-7-yl)-1H-1,2,3-triazol-1-yl)-2H-chromen-2-one